2-p-tolylethylboronic acid C1(=CC=C(C=C1)CCB(O)O)C